C(C)(C)(C)C=1C(C2=CC=CC=C2C(C1)=O)=O t-butyl-naphthoquinone